Cl.CC(C)(C)C(C)C triptane hydrochloride